ClC=1C=C(C=C2C3(C(NC12)=O)CC3)C3N(C[C@H](CC3)C)C(=O)OC(C)(C)C (5S)-tert-Butyl 2-(7'-chloro-2'-oxospiro[cyclopropane-1,3'-indoline]-5'-yl)-5-methylpiperidine-1-carboxylate